COCC=C1CC2(CCCN2C1)CO (2-(2-methoxyethylidene)tetrahydro-1H-pyrrolizin-7a(5H)-yl)methanol